1-hydroxy-3,7,11-trimethyl-2,6,10-dodecatriene OCC=C(CCC=C(CCC=C(C)C)C)C